C(=O)(O)CNC(CNC(CN1N=C(C=2C(=CC=CC12)C1=C(C=C2C=NN(C2=C1)C(CCC(=O)O)=O)F)C)=O)=O 4-(1-(2-((2-((carboxymethyl)amino)-2-oxoethyl)amino)-2-oxoethyl)-5'-fluoro-3-methyl-1H,1'H-[4,6'-biindazol]-1'-yl)-4-oxobutanoic acid